4-(4-(2,5-dioxo-2,5-dihydro-1H-pyrrol-1-yl)phenyl)-N-(3-(hydroxymethyl)-4-nitrobenzyl)butanamide O=C1N(C(C=C1)=O)C1=CC=C(C=C1)CCCC(=O)NCC1=CC(=C(C=C1)[N+](=O)[O-])CO